ClC1=C(CCN)C(=C(C(=C1O)O)Cl)Cl 2,5,6-TRICHLORODOPAMINE